copper-iron tetrazoleacetic acid N1N=NN=C1CC(=O)O.[Fe].[Cu]